N1(CCC1)C=1C=C(C=CC1)C1=CC(=C(C=C1)OC)NC1=NC=NC2=CC(=C(C=C12)OC1CCN(CC1)C(C=C)=O)OC 1-(4-((4-((3'-(azetidin-1-yl)-4-methoxy-[1,1'-biphenyl]-3-yl)amino)-7-methoxy-quinazolin-6-yl)oxy)piperidin-1-yl)prop-2-en-1-one